ClC=1C=C2CCCN(C2=C(C1)C1=C2C(=NC=C1)C=C(S2)CO)C=2C=NN(C2)COCC[Si](C)(C)C 6-chloro-8-(2-(hydroxymethyl)thieno[3,2-b]pyridin-7-yl)-1-(1-((2-(trimethylsilyl)ethoxy)methyl)-1H-pyrazol-4-yl)-3,4-dihydroquinolin